FC=1C=C(C=CC1F)C=1C=NC=C(C1)OC1=CC(=C(C=C1)OC1=CC=C(C=C1)S(=O)(=O)C)S(=O)(=O)C 3-(3,4-difluorophenyl)-5-[3-methanesulfonyl-4-(4-methane-sulfonylphenoxy)phenoxy]pyridine